FC1=C(NC=2C3=C(N=CN2)C=NC(=N3)N3CC2(CCN2C(C=C)=O)C3)C=CC(=C1C)OC1=CC3=C(N(N=N3)C)C=C1 1-[6-[4-[2-fluoro-3-methyl-4-(1-methylbenzotriazol-5-yl)oxy-anilino]pyrimido[5,4-d]pyrimidin-6-yl]-1,6-diazaspiro[3.3]heptan-1-yl]prop-2-en-1-one